C(C)(C)(C)OC(=O)N1C2(CN(C2=O)[C@H](C(=O)O)[C@@H](C)O)CCC1 (2S,3R)-2-(5-(tert-butoxycarbonyl)-1-oxo-2,5-diazaspiro[3.4]octan-2-yl)-3-hydroxybutanoic acid